3-(4-{3-[4-(5-Cyclopropyl-[1,3,4]oxadiazol-2-yl)-thiazol-2-yloxy]-propyl}-piperazin-1-yl)-benzo[d]isothiazole oxalate C(C(=O)O)(=O)O.C1(CC1)C1=NN=C(O1)C=1N=C(SC1)OCCCN1CCN(CC1)C1=NSC2=C1C=CC=C2